N-(4-((4-methoxybenzyl)(methyl)amino)phenyl)cyclohexanesulfonamide COC1=CC=C(CN(C2=CC=C(C=C2)NS(=O)(=O)C2CCCCC2)C)C=C1